CC1=C(C=2N(C=C1C1=C(C=3N=C(SC3N1)N1[C@H](CN(CC1)C(C)C)C)C(C)C)N=CN2)C (S)-5-(7,8-dimethyl-[1,2,4]triazolo[1,5-a]pyridin-6-yl)-6-isopropyl-2-(4-isopropyl-2-methylpiperazin-1-yl)-4H-pyrrolo[3,2-d]thiazole